(2R,3R)-3,3',4',5,7-pentahydroxyflavone OC1=C(OC2=CC(=CC(=C2C1=O)O)O)C1=CC(=C(C=C1)O)O